8-amino-N-{4-[2-(1,4'-bipiperidin-1'-yl)-2-oxoethyl]-1,3-thiazol-2-yl}-4,4-dimethyl-4,5-dihydro-1H-pyrazolo[4,3-H]quinazoline-3-carboxamide NC1=NC=2C3=C(C(CC2C=N1)(C)C)C(=NN3)C(=O)NC=3SC=C(N3)CC(=O)N3CCC(CC3)N3CCCCC3